tert-butyl (12aR)-9-bromo-7,10-difluoro-6-oxo-3,4,12,12a-tetrahydro-6H-pyrazino[2,1-c][1,4]benzoxazepine-2(1H)-carboxylate BrC1=C(C2=C(C(N3[C@@H](CO2)CN(CC3)C(=O)OC(C)(C)C)=O)C(=C1)F)F